CNC=1C=CC(=C(C(=O)OC)C1)[N+](=O)[O-] methyl 5-(methylamino)-2-nitrobenzoate